((2-(2-cyano-3'-(6-(difluoromethoxy)-5-((3,3-dimethylazetidin-1-yl)methyl)benzo[d]oxazol-2-yl)-2'-methyl-[1,1'-biphenyl]-3-yl)-6-(difluoromethoxy)benzo[d]oxazol-5-yl)methyl)-L-proline C(#N)C1=C(C=CC=C1C=1OC2=C(N1)C=C(C(=C2)OC(F)F)CN2[C@@H](CCC2)C(=O)O)C2=C(C(=CC=C2)C=2OC1=C(N2)C=C(C(=C1)OC(F)F)CN1CC(C1)(C)C)C